(9R,13S)-13-amino-3,9-dimethyl-3,4,7,15-tetraazatricyclo[12.3.1.02,6]Octadecan-1(18),2(6),4,14,16-pentaen-8-one N[C@H]1CCC[C@H](C(NC=2C=NN(C2C=2C=CN=C1C2)C)=O)C